amino-5'-deoxy-5'-hydroxymethylthymidine N[C@@]1(C[C@H](O)[C@@H](CCO)O1)N1C(=O)NC(=O)C(C)=C1